C(C)OC1=C(C=CC(=N1)[C@@H](CS(=O)(=O)C)N1C(NC=2C1=NC=C(C2C)C2=C(C=CC=C2)C(C)C)=O)OC (S)-3-(1-(6-ethoxy-5-methoxypyridin-2-yl)-2-(methylsulfonyl)ethyl)-6-(2-isopropylphenyl)-7-methyl-1H-imidazo[4,5-b]pyridin-2(3H)-one